2-(tert-Butoxycarbonylamino)-2-cyclopropylacetic acid C(C)(C)(C)OC(=O)NC(C(=O)O)C1CC1